1-(2-pyridyl)hexahydro-1H-1,4-diazepine N1=C(C=CC=C1)N1CCNCCC1